1-(5-carboxypentyl)-3,3-dimethyl-2-((E)-2-((E)-3-((Z)-2-(1,3,3-trimethylindolin-2-ylidene)ethylidene)cyclohex-1-enyl)vinyl)-3H-indolium C(=O)(O)CCCCC[N+]1=C(C(C2=CC=CC=C12)(C)C)\C=C\C1=C/C(/CCC1)=C/C=C/1\N(C2=CC=CC=C2C1(C)C)C